C(C)(=O)OC\C=C(\C(=O)NCCCCNC(\C=C\C1=C(C=C(C=C1)OC)OC)=O)/C (E)-4-((4-((E)-3-(2,4-dimethoxyphenyl)acrylamido)butyl)amino)-3-methyl-4-oxobut-2-en-1-yl acetate